NC1=NC(=C(C=C1N)F)F 2,3-diamino-5,6-difluoropyridine